(S)-2-(3-amino-1-(4-((6-amino-9H-purin-9-yl)methyl)-6-(3,4-difluorophenyl)pyridin-3-yl)piperidin-3-yl)acetamide N[C@]1(CN(CCC1)C=1C=NC(=CC1CN1C2=NC=NC(=C2N=C1)N)C1=CC(=C(C=C1)F)F)CC(=O)N